C1=CC(=C[N+](=C1)[C@H]2[C@@H]([C@@H]([C@H](O2)COP(=O)([O-])OP(=O)([O-])OC[C@@H]3[C@H]([C@H]([C@@H](O3)N4C=NC5=C(N=CN=C54)N)OP(=O)([O-])[O-])O)O)O)C(=O)N The molecule is an organophosphate oxoanion arising from deprotonation of the phosphate and diphosphate OH groups of NADP(+); major species at pH 7.3. It has a role as a human metabolite, a Saccharomyces cerevisiae metabolite, a hydrogen acceptor and a cofactor. It is a conjugate base of a NADP(+).